(R)-2-fluoro-5-(4-isopropyl-1H-imidazol-1-yl)-N-(6-(5-(methoxymethyl)-6,7-dihydro-5H-pyrrolo[2,1-c][1,2,4]triazol-3-yl)pyridin-2-yl)-4-methylbenzamide FC1=C(C(=O)NC2=NC(=CC=C2)C=2N3C(=NN2)CC[C@@H]3COC)C=C(C(=C1)C)N1C=NC(=C1)C(C)C